ClC1=CC2=C(N(C(=N2)NC(C)C)[C@H]2O[C@@H](CC2)CO)C=C1Cl (2S,3S,4R,5S)-2-(5,6-dichloro-2-(isopropylamino)-1H-benzo[d]imidazol-1-yl)-5-(hydroxymethyl)tetrahydrofuran